IC1=C(C=2N(C=C1)C(=NN2)C2(CCOCC2)C)OC 7-Iodo-8-methoxy-3-(4-methyltetrahydro-2H-pyran-4-yl)-[1,2,4]triazolo[4,3-a]pyridine